tert-butyl 6-(6-((2-amino-5-nitrophenyl) carbamoyl)-7-(4-fluoro-2-(2-methoxyethoxy) phenyl) thieno[3,2-c]pyridin-4-yl)-3,4-dihydroisoquinoline-2(1H)-carboxylate NC1=C(C=C(C=C1)[N+](=O)[O-])NC(=O)C1=C(C2=C(C(=N1)C=1C=C3CCN(CC3=CC1)C(=O)OC(C)(C)C)C=CS2)C2=C(C=C(C=C2)F)OCCOC